(2Z,5Z,8Z)-2,5,8-undecatrien C\C=C/C\C=C/C\C=C/CC